4-(tert-butoxycarbonyl)-1-methyl-4,5,6,7-tetrahydro-1H-pyrazolo[4,3-b]pyridine-3-carboxylic acid C(C)(C)(C)OC(=O)N1C2=C(CCC1)N(N=C2C(=O)O)C